(Z)-N-(3-(2-isopropylphenyl)-4-keto-6-phenyl-3,4-dihydro-2H-1,3-thiazin-2-ylidene)-2-nitrobenzamide C(C)(C)C1=C(C=CC=C1)N1/C(/SC(=CC1=O)C1=CC=CC=C1)=N/C(C1=C(C=CC=C1)[N+](=O)[O-])=O